C(C)OC1=CC=C(C=C1)C1=CN=C(S1)NC(CCCCCCNC(C(C(F)(F)F)(O)O)=O)=O N-(5-(4-ethoxyphenyl)thiazol-2-yl)-7-(3,3,3-trifluoro-2,2-dihydroxypropanamido)heptanamide